[Al].[Si].[Ti].ClC=1C(=CC(=C(C1)S(=O)(=O)N(C1=NC=CN=C1)CC1=C(C=C(C=C1)OC)OC)F)N[C@@H](C)C1=C(C=CC(=C1)Cl)F (S)-5-chloro-4-((1-(5-chloro-2-fluorophenyl)ethyl)amino)-N-(2,4-dimethoxybenzyl)-2-fluoro-N-(pyrazin-2-yl)benzenesulfonamide Titanium silicon aluminum